N-{[(1r,4r)-4-cyanocyclohexyl]methyl}-3,5-difluoro-4-[(4-methoxyphenyl)methoxy]benzamide C(#N)C1CCC(CC1)CNC(C1=CC(=C(C(=C1)F)OCC1=CC=C(C=C1)OC)F)=O